CN(CCNC(=O)C1=NC=CC2=C(C=3N(C=4C=CC(=CC4C3C=C21)O)C)C)C N-[2-(dimethylamino)ethyl]-9-hydroxy-5,6-dimethyl-6H-pyrido[4,3-b]carbazole-1-carboxamide